[1,4]oxathioline O1C=CSC1